ClC1=CC=C(C=C1)S(=O)(=O)N1CC2=C(CC1)SC=C2C2=NOC(=N2)C(F)(F)F 3-(5-((4-chlorophenyl)sulfonyl)-4,5,6,7-tetrahydrothieno[3,2-c]pyridin-3-yl)-5-(trifluoromethyl)-1,2,4-oxadiazole